2-{8-[(2-cyano-2-methylideneethyl)amino]-7-(propan-2-yloxy)naphthalen-2-yl}-N-(1-methylpiperidin-4-yl)pyrimidine-4-carboxamide C(#N)C(CNC=1C(=CC=C2C=CC(=CC12)C1=NC=CC(=N1)C(=O)NC1CCN(CC1)C)OC(C)C)=C